1-(5-chloro-4-(5,5-dimethyl-5,6-dihydro-4H-pyrrolo[1,2-b]pyrazol-3-yl)pyridin-2-yl)-3-((1r,4r)-4-(methylamino)cyclohexyl)urea ClC=1C(=CC(=NC1)NC(=O)NC1CCC(CC1)NC)C1=C2N(N=C1)CC(C2)(C)C